N-benzyl-7-(4-bromo-3-chloro-benzoyl)-2-(3-methylsulfonylphenyl)-3-oxo-6,8-dihydro-5H-imidazo[1,5-a]pyrazine-1-carboxamide C(C1=CC=CC=C1)NC(=O)C=1N(C(N2C1CN(CC2)C(C2=CC(=C(C=C2)Br)Cl)=O)=O)C2=CC(=CC=C2)S(=O)(=O)C